4,6-dibromo-10,12-bis(2-butyloctyl)-5,11-dithiatricyclo[7.3.0.03,7]dodeca-1(12),3,6,9-tetraene-2,8-dione BrC1=C2C(C3=C(SC(=C3C(C2=C(S1)Br)=O)CC(CCCCCC)CCCC)CC(CCCCCC)CCCC)=O